chloro-6-(10H-phenoxazin-10-yl)-N,N-diphenyl-1,3,5-triazin-2-amine ClC1=NC(=NC(=N1)N1C2=CC=CC=C2OC=2C=CC=CC12)N(C1=CC=CC=C1)C1=CC=CC=C1